(S)-N-((S)-4-chloro-3-oxo-1-((S)-2-oxopyrrolidin-3-yl)butan-2-yl)-4-phenylpiperazine-2-carboxamide hydrochloride Cl.ClCC([C@H](C[C@H]1C(NCC1)=O)NC(=O)[C@H]1NCCN(C1)C1=CC=CC=C1)=O